NC1=C(C(=NC=N1)OC1=CC(=C(C=C1)NC(=O)NC1=CC(=NN1C1=CC=CC=C1)C(C)(C)C#N)F)C#N 1-(4-((6-amino-5-cyanopyrimidin-4-yl)oxy)-2-fluorophenyl)-3-(3-(2-cyanopropan-2-yl)-1-phenyl-1H-pyrazol-5-yl)urea